C1(=CC=CC=C1)CC(=O)NC1=CC=C(C(=O)NC2=C(C(=O)O)C=CC=C2)C=C1 2-(4-(2-phenylacetamido)benzamido)benzoic acid